Amino-17-cyclopropylmethyl-4,5a-epoxy-14-hydroxy-morphinan dihydrochloride Cl.Cl.NC1=CC=C2C=3[C@@]45[C@H](CCC[C@]4([C@@H](CC13)N(CC5)CC5CC5)O)O2